C(C)OC(=O)C=1N(N=C(C1)C1=NC(=NC=C1)NC1=NN(C(=C1)C)C)C 5-[2-(1,5-Dimethyl-1H-pyrazol-3-ylamino)-pyrimidin-4-yl]-2-methyl-2H-pyrazole-3-carboxylic acid ethyl ester